C(C)(CC)NC1=C(C=CC=C1)NC(C)CC N,N'-di-sec-butyl-phenylenediamine